C(C)(C)(C)OC(C1=CC=C(C=C1)NC([C@H](CC=1C=NC=CC1)NC(C(=O)NC1=C(C=CC(=C1)Cl)N1N=NN=C1)=O)=O)=O (S)-4-(2-(2-((5-chloro-2-(1H-tetrazol-1-yl)phenyl)amino)-2-oxoacetamido)-3-(pyridin-3-yl)propanamido)benzoic acid tert-butyl ester